7-methyl-1-undecene CC(CCCCC=C)CCCC